1-(2-((4-methoxybenzyl)oxy)pyridin-3-yl)ethan-1-one COC1=CC=C(COC2=NC=CC=C2C(C)=O)C=C1